OCCCC(=O)NC1=C(C=CC(=C1)[N+](=O)[O-])N1CCN(CC1)C 4-hydroxy-N-[2-(4-methylpiperazin-1-yl)-5-nitrophenyl]butanamide